(S)-2-(1-(3-cyano-5-methylphenyl)-1H-pyrazol-4-yl)-N-(5-cyclopropyl-1H-pyrazol-3-yl)propanamide C(#N)C=1C=C(C=C(C1)C)N1N=CC(=C1)[C@@H](C(=O)NC1=NNC(=C1)C1CC1)C